N-(4-{[6-(5-chloro-2-fluoro-phenyl)-3-{[(3-hydroxycyclobutyl)methyl]sulfanyl}pyridazin-4-yl]amino}pyridin-2-yl)-3-(4-methylpiperazin-1-yl)-propanamide ClC=1C=CC(=C(C1)C1=CC(=C(N=N1)SCC1CC(C1)O)NC1=CC(=NC=C1)NC(CCN1CCN(CC1)C)=O)F